N-(1-(5-(2-(2,6-dimethylpyridin-4-yl)-3-methyl-1H-indol-6-yl)pyridin-2-yl)piperidin-4-yl)-1-(oxetan-3-yl)piperidine-4-carboxamide CC1=NC(=CC(=C1)C=1NC2=CC(=CC=C2C1C)C=1C=CC(=NC1)N1CCC(CC1)NC(=O)C1CCN(CC1)C1COC1)C